(2R,3aR,4S,9bS)-Acetic acid 8-hydroxy-4-(4-hydroxy-phenyl)-1,2,3,3a,4,9b-hexahydro-cyclopenta[c]chromen-2-yl ester OC1=CC=2[C@@H]3[C@H]([C@H](OC2C=C1)C1=CC=C(C=C1)O)C[C@@H](C3)OC(C)=O